9-cyclopropylmethyl-β-carboline C1(CC1)CN1C2=CC=CC=C2C=2C=CN=CC12